C(C=C)(=O)N1[C@@H](C[C@H](CC1)N1N=NC=2C(=NC=3C(=C(C(=CC3C21)Cl)C=2C(=C(C#N)C=CC2)C)F)OC[C@H]2N(CCC2)C)CC#N 3-(1-((2S,4S)-1-acryloyl-2-(cyanomethyl)piperidin-4-yl)-8-chloro-6-fluoro-4-(((S)-1-methylpyrrolidin-2-yl)methoxy)-1H-[1,2,3]triazolo[4,5-c]quinolin-7-yl)-2-methylbenzonitrile